C(#N)C1=CC(=C(C=C1)NS(=O)(=O)C1=CNC(=C1)C1=CC(=CC=C1)F)F N-(4-cyano-2-fluoro-phenyl)-5-(3-fluorophenyl)-1H-pyrrole-3-sulfonamide